BrC=1C=C(SC1)C(=O)NC1=CC(=CC(=C1)NS(=O)(=O)C)F 4-bromo-N-(3-fluoro-5-(methylsulfonamido)phenyl)thiophene-2-carboxamide